CN(C)C[C@@H]1OCCN(C1)C=1C=CC(=NC1)NC=1C2=C(C(=NC1)C1=C3C(=NC=C1)N(C=C3)C)CNC2=O (S)-7-((5-(2-((dimethylamino)-methyl)morpholino)pyridin-2-yl)amino)-4-(1-methyl-1H-pyrrolo[2,3-b]pyridin-4-yl)-2,3-dihydro-1H-pyrrolo[3,4-c]pyridin-1-one